4-(Dihexadecylamino)-4'-[(8-hydroxy-3,6-dioxaoctane-1-yl)oxy]chalcone C(CCCCCCCCCCCCCCC)N(C1=CC=C(C=C1)\C=C\C(=O)C1=CC=C(C=C1)OCCOCCOCCO)CCCCCCCCCCCCCCCC